C(C)OC(CN1CC[C@@H]2N(CC([C@@H]21)(F)F)C(=O)OC(C)(C)C)=O (cis)-tert-Butyl 4-(2-ethoxy-2-oxoethyl)-3,3-difluorohexahydropyrrolo[3,2-b]pyrrole-1(2H)-carboxylate